NC=1C=CC(=C(C(=O)N[C@H](C)C2=CC(=CC=C2)C=2SC(=CC2)CNC(=O)C2CCCC2)C1)C (R)-5-amino-N-(1-(3-(5-(cyclopentanecarboxamidomethyl)thiophen-2-yl)phenyl)ethyl)-2-methylbenzamide